ethyl 5-(((5-fluoro-2-hydroxypyridin-3-yl)methyl)(isopropyl) amino)pyrazolo[1,5-a]pyrimidine-3-carboxylate FC=1C=C(C(=NC1)O)CN(C1=NC=2N(C=C1)N=CC2C(=O)OCC)C(C)C